2,5-di-tert-pentylhydroquinone C(C)(C)(CC)C1=C(O)C=C(C(=C1)O)C(C)(C)CC